O=C1NC(CCC1N1CCC2=C(C=CC=C12)N1C[C@H]2[C@@H](CC1)N(CC2)C(=O)OC(C)(C)C)=O |r| tert-butyl rac-(3aS,7aR)-5-[1-(2,6-dioxo-3-piperidyl)indolin-4-yl]-3,3a,4,6,7,7a-hexahydro-2H-pyrrolo[3,2-c]pyridine-1-carboxylate